BrC1=CC=2N(C=C1)C=C(N2)C2(CC2)C(=O)OCC ethyl 1-(7-bromoimidazo[1,2-a]pyridin-2-yl)cyclopropane-1-carboxylate